[Cl-].[NH4+].C1(=CC=C(N)C=C1)C1=CC=C(N)C=C1 benzidine Ammonium chloride